NC1=C2N=CN(C2=NC=N1)CC(=O)N1CC2(CC2)CC1C(=O)NCC1=C(C(=CC=C1)Cl)F 5-(2-(6-amino-9H-purin-9-yl)acetyl)-N-(3-chloro-2-fluorobenzyl)-5-azaspiro[2.4]heptane-6-carboxamide